O3-tert-Butyl O5-ethyl 2-(cyclopropanecarbonylamino)-4,5,6,7-tetrahydrobenzothiophene-3,5-dicarboxylate C1(CC1)C(=O)NC=1SC2=C(C1C(=O)OC(C)(C)C)CC(CC2)C(=O)OCC